The molecule is a propanolamine that is 3-aminopropane-1,2-diol in which the hydrogen of the primary hydroxy group is substituted by 3-methylphenyl and one of the hydrogens attached to the nitrogen is substituted by 2-(3,4-dimethoxyphenyl)ethyl. A beta1 adrenoceptor antagonist, it has been shown to be as effective as other beta-blockers for the treatment of angina pectoris and hypertension. It has a role as a beta-adrenergic antagonist, a calcium channel blocker, an antihypertensive agent and an anti-arrhythmia drug. CC1=CC(=CC=C1)OCC(CNCCC2=CC(=C(C=C2)OC)OC)O